11-methoxy-9,11,13,15-tetramethyl-14,16-dioxo-17-oxa-3,7-diazaspiro[5.12]octadecane-3-carboxylate COC1(CC(CNC2(CCN(CC2)C(=O)[O-])COC(C(C(C(C1)C)=O)C)=O)C)C